ClC1=CC=C(C=C1)C=1C=C(C(N(N1)C1=CC(=CC=C1)F)=O)C(=O)N[C@H](CO)C(C)C 6-(4-chlorophenyl)-2-(3-fluorophenyl)-N-[(2S)-1-hydroxy-3-methylbut-2-yl]-3-oxo-2,3-dihydropyridazine-4-carboxamide